ClC1=CC=C2C(=C(NC2=C1C#N)C1=NN=C(N1)C(F)(F)F)N1C=NC=C1 6-chloro-3-(1H-imidazol-1-yl)-2-(5-(trifluoromethyl)-4H-1,2,4-triazol-3-yl)-1H-indole-7-carbonitrile